5-(2-aminoethyl)-1-methyl-1H-pyrrole-2-carbaldehyde NCCC1=CC=C(N1C)C=O